N1N=NC(=C1)CCC=O 3-(1H-1,2,3-triazol-4-yl)propan-1-one